Cl.ClC1=C(C2=C(OC3=C2N=CN=C3NCCCOC)N=C1C)C 8-chloro-N-(3-methoxypropyl)-7,9-dimethyl-pyrido[3',2':4,5]furo[3,2-d]pyrimidin-4-amine hydrochloride